C(C)OC(=O)C1(CC2=C(CNC1=O)C=CC=C2)NC(C)=O 4-acetamido-3-oxo-2,3,4,5-tetrahydro-1H-benzo[c]azepine-4-carboxylic acid ethyl ester